1-chloro-4-{1-(dibenzofuran-4-yl)naphthalen-2-yl}benzene ClC1=CC=C(C=C1)C1=C(C2=CC=CC=C2C=C1)C1=CC=CC2=C1OC1=C2C=CC=C1